C1(=CC=CC=C1)C(C)(C)N1[C@H]2CNC[C@@H]1C=C2 (1r,5s)-8-(2-phenylpropan-2-yl)-3,8-diazabicyclo[3.2.1]oct-6-ene